2-((5-bromo-2-((3-methoxyphenyl)amino)pyrimidin-4-yl)amino)-N-methylbenzamide BrC=1C(=NC(=NC1)NC1=CC(=CC=C1)OC)NC1=C(C(=O)NC)C=CC=C1